6-(1-methyl-1H-pyrazol-4-yl)-1-((6-(1-methyl-1H-pyrazol-4-yl)imidazo(1,2-a)pyridin-3-yl)sulfonyl)-1H-pyrazolo(4,3-b)pyridine CN1N=CC(=C1)C=1C=C2C(=NC1)C=NN2S(=O)(=O)C2=CN=C1N2C=C(C=C1)C=1C=NN(C1)C